C(C)(C)(C)OC(=O)N1C(CC1)N1N=CC(=C1)NC1=NC=C(C(=N1)C1=CC=C(C=C1)C(=O)OC)C (4-((4-(4-(methoxycarbonyl)phenyl)-5-methylpyrimidin-2-yl)amino)-1H-pyrazol-1-yl)azetidine-1-carboxylic acid tert-butyl ester